N-(3-chloro-5-(methylsulfonyl)phenyl)-1-(2-phenylcyclopentyl)-1H-pyrazole-4-carboxamide ClC=1C=C(C=C(C1)S(=O)(=O)C)NC(=O)C=1C=NN(C1)C1C(CCC1)C1=CC=CC=C1